3-(2-(azetidin-1-yl)ethyl)-6-fluoro-5-methoxy-1H-indazole N1(CCC1)CCC1=NNC2=CC(=C(C=C12)OC)F